C1(=CC=CC=C1)C=1N=C(NC1)C(CC=1NC=C(N1)C1=CC=CC=C1)O 1,2-bis(phenylimidazol-2-yl)ethanol